(3R)-4-[5-fluoro-2-(1-fluoro-3-methyl-6-{1-[(3R)-2-methyl-6-{4H,5H,6H,7H-pyrazolo[1,5-a]pyrazin-5-yl}hexan-3-yl]azetidin-3-yl}imidazo[1,5-a]pyridin-8-yl)benzoyl]-3-methylmorpholine FC=1C=CC(=C(C(=O)N2[C@@H](COCC2)C)C1)C=1C=2N(C=C(C1)C1CN(C1)[C@@H](C(C)C)CCCN1CC=3N(CC1)N=CC3)C(=NC2F)C